2-(4-(2-(2,6-dioxopiperidin-3-yl)-1-oxoisoindolin-5-yl)piperidine-1-carbonyl)-1H-indole-3-carbaldehyde O=C1NC(CCC1N1C(C2=CC=C(C=C2C1)C1CCN(CC1)C(=O)C=1NC2=CC=CC=C2C1C=O)=O)=O